CC1(CCCC1)CC(=O)O 2-(1-methylcyclopentyl)acetic acid